The molecule is a member of the class of oxazolidines that is 2,3-dimethyl-1,2-oxazolidine carrying additional 3-pyridyl and 4-chlorophenyl substituents at positions 3 and 5 respectively. It is a member of pyridines, a member of oxazolidines and a member of monochlorobenzenes. CC1(CC(ON1C)C2=CC=C(C=C2)Cl)C3=CN=CC=C3